4-bromo-7-fluoro-2-hydroxycyclohepta-2,4,6-trien-1-one BrC=1C=C(C(C(=CC1)F)=O)O